5-(3-chloro-4-methoxyphenyl)-1-(4-fluoro-3-methoxyphenyl)-1H-indazole ClC=1C=C(C=CC1OC)C=1C=C2C=NN(C2=CC1)C1=CC(=C(C=C1)F)OC